4-((1S,2S)-2-(difluoromethyl)cyclopropyl)-6-(2,4-dimethoxypyrimidin-5-yl)pyridazin-3-amine FC([C@@H]1[C@H](C1)C1=C(N=NC(=C1)C=1C(=NC(=NC1)OC)OC)N)F